tert-butyl 4-(7-bromo-4-oxopyrido[3,2-d]pyrimidin-3(4H)yl)piperidine-1-carboxylate BrC1=CC=2N=CN(C(C2N=C1)=O)C1CCN(CC1)C(=O)OC(C)(C)C